N-(4-(3-hydroxyoxetan-3-yl)phenyl)-2-(4-(trifluoromethyl)phenoxy)pyrimidine-5-carboxamide OC1(COC1)C1=CC=C(C=C1)NC(=O)C=1C=NC(=NC1)OC1=CC=C(C=C1)C(F)(F)F